FC1=C(C(=CC=C1)F)[C@H]1CC=2N(C(NC2C)=S)C1 (R)-6-(2,6-difluorophenyl)-1-methyl-2,5,6,7-tetrahydro-3H-pyrrolo[1,2-c]imidazole-3-thione